FC=1C=C(C=C(C1)OC)CC=O 2-(3-fluoro-5-methoxyphenyl)acetaldehyde